platinum cobalt tellurium oxygen [O].[Te].[Co].[Pt]